r-propene C=CC